C(C(=O)OC)(=O)OC1(CC2(CN(C2)C(=O)C=2C=C3CN(C(C3=CC2)=O)C=2C(=NC(=CC2)OCC2=CC=CC=C2)OCC2=CC=CC=C2)CC1)C(F)(F)F 2-(2-(2,6-bis(benzyloxy)pyridin-3-yl)-1-oxoisoindoline-5-carbonyl)-6-(trifluoromethyl)-2-azaspiro[3.4]octan-6-yl methyl oxalate